1H-1,2,4-triazole-3,5-diamine formate C(=O)O.N1N=C(N=C1N)N